CN1N=C2C(=C1OS(=O)(=O)C(F)(F)F)CC1CCC2N1C(=O)OC(C)(C)C racemic-tert-butyl 2-methyl-3-(((trifluoromethyl)sulfonyl)oxy)-2,4,5,6,7,8-hexahydro-5,8-epiminocyclohepta[c]pyrazole-9-carboxylate